C(C)(C)[C@]1(CC(=NO1)C1=NC=CC2=CC=CC=C12)C(=O)NC(C(=O)O)CC(C)=O {[(5R)-5-isopropyl-3-(1-isoquinolinyl)-4,5-dihydro-5-isoxazolyl]carbonyl}amino-4-oxopentanoic acid